C(C)(C)(C)OC(=O)N1C[C@H](NCC1)CO (S)-3-hydroxymethylpiperazine-1-carboxylic acid tert-butyl ester